1-(2-(4-methoxyphenyl)-3,4-dimethyl-2H-pyrazolo[3,4-d]pyridazin-7-yl)-N-(pyridin-3-ylmethyl)piperidine-4-carboxamide COC1=CC=C(C=C1)N1N=C2C(=NN=C(C2=C1C)C)N1CCC(CC1)C(=O)NCC=1C=NC=CC1